C[C@@H]1C(=CC2=CC=C(C=C2C1)OCCC)CN1CC(C1)C(=O)O 1-[((3S)-3-methyl-6-propoxy-3,4-dihydronaphthalen-2-yl)methyl]Azetidine-3-carboxylic acid